tert-butyl (5-hydroxy-6-methylpyridin-3-yl)carbamate OC=1C=C(C=NC1C)NC(OC(C)(C)C)=O